C1=NC=C(C2=CC=CC=C12)\C=C\1/OC2=C(C1=O)C=CC(=C2)O (Z)-2-(isoquinolin-4-ylmethylene)-6-hydroxybenzofuran-3(2H)-one